1,3,5-tris[4-triethylmethyl-3-hydroxy-2,6-dimethylbenzyl]-1,3,5-triazine C(C)C(C1=C(C(=C(CN2CN(CN(C2)CC2=C(C(=C(C=C2C)C(CC)(CC)CC)O)C)CC2=C(C(=C(C=C2C)C(CC)(CC)CC)O)C)C(=C1)C)C)O)(CC)CC